C(C)OC(\C(=C\C1=C(C=CC(=C1)OC)NC(C)=O)\C)=O (E)-3-(2-acetamido-5-methoxyphenyl)-2-methyl-acrylic acid ethyl ester